3-(2-hydroxy-3-(dodecyloxy)propoxy)phenol OC(COC=1C=C(C=CC1)O)COCCCCCCCCCCCC